2-((1S,2S,5S)-5-methyl-2-(prop-1-en-2-yl)cyclohexyl)-5-((E)-Styryl)benzene-1,3-diol C[C@H]1CC[C@@H]([C@H](C1)C1=C(C=C(C=C1O)\C=C\C1=CC=CC=C1)O)C(=C)C